7-cyclopentyl-2-((5-(4-formylpiperidin-1-yl)pyridin-2-yl)amino)-N,N-dimethyl-7H-pyrrolo[2,3-d]pyrimidine-6-carboxamide C1(CCCC1)N1C(=CC2=C1N=C(N=C2)NC2=NC=C(C=C2)N2CCC(CC2)C=O)C(=O)N(C)C